ClC1=C(C(=CC(=C1)[N+](=O)[O-])[N+](=O)[O-])N=NC1=C(C=C(C(=C1)OC)N(CC=C)CC=C)NC(C)=O N-[2-[(2-chloro-4,6-dinitrophenyl)azo]-5-(di-2-propenylamino)-4-methoxyphenyl]acetamide